5-chloro-2(3H)-benzofuranone ClC=1C=CC2=C(CC(O2)=O)C1